CC1=NC(=CC(=C1)CC1CN(CCC1)CC1=C(N=C(S1)NC(C)=O)F)C N-(5-((3-((2,6-dimethylpyridin-4-yl)methyl)piperidin-1-yl)methyl)-4-fluorothiazol-2-yl)acetamide